ClC1=C2N=C(N(C2=NC(=N1)C=1OC(=C(C1)C)C)C1OCCCC1)N1CC(CCC1)CCC(=O)OC methyl 3-(1-(6-chloro-2-(4,5-dimethylfuran-2-yl)-9-(tetrahydro-2H-pyran-2-yl)-9H-purin-8-yl)piperidin-3-yl)propanoate